4-phenyl-1,2,3,6-tetrahydropyridine hydrochloride Cl.C1(=CC=CC=C1)C=1CCNCC1